(S)-(1-cyclopropyl-4-methyl-1H-pyrazole-3-yl)-[6-(3-methyl-1H-pyrrolo[2,3-b]pyridin-5-yl)-8-[pyrrolidin-2-yl]-3,4-dihydro-2(1H)-isoquinolin-yl]methanone C1(CC1)N1N=C(C(=C1)C)C(=O)N1CC2=C(C=C(C=C2CC1)C=1C=C2C(=NC1)NC=C2C)[C@H]2NCCC2